tert-butyl 2-{[(4-chloropyridin-3-yl)oxy]methyl}-3,3-dimethylazetidine-1-carboxylate ClC1=C(C=NC=C1)OCC1N(CC1(C)C)C(=O)OC(C)(C)C